ClC=1C(=C(C(=CC1)N1N=NN=C1)C=CC(=O)N1C(C2=CC=CC(=C2CC1)N(C(CN(C)C)=O)C)C(=O)N(C)C1=CC=C(C(=O)O)C=C1)F 4-(2-(3-(3-chloro-2-fluoro-6-(1H-tetrazol-1-yl)phenyl)acryloyl)-5-(2-(dimethylamino)-N-methylacetamido)-N-methyl-1,2,3,4-tetrahydroisoquinoline-1-carboxamido)benzoic acid